IC=1C=C(C[C@H](N)C(=O)O)C=CC1O 3-Iodo-L-tyrosin